5-chloro-N-(2-(5-chloro-1H-indol-3-yl)ethyl)thiazolo[5,4-d]pyrimidin-7-amine ClC=1N=C(C2=C(N1)SC=N2)NCCC2=CNC1=CC=C(C=C21)Cl